3-(4-((2-Chloropyridin-4-yl)oxy)-1-cyclopropyl-1H-pyrazol-3-yl)benzonitrile ClC1=NC=CC(=C1)OC=1C(=NN(C1)C1CC1)C=1C=C(C#N)C=CC1